7-[[(1S)-1-[4-(2-Cyclopropyl-1-hydroxy-ethyl)phenyl]ethyl]amino]-1-ethyl-4H-pyrimido[4,5-d][1,3]oxazin-2-one C1(CC1)CC(O)C1=CC=C(C=C1)[C@H](C)NC=1N=CC2=C(N(C(OC2)=O)CC)N1